4-cyano-4'-undecyloxybiphenyl [4-[3-[4-[3-[[4-[(Z)-Octadec-9-enoyl]oxyphenyl]methoxycarbonylamino]propyl]piperazin-1-yl]propylcarbamoyloxymethyl]phenyl](Z)-octadec-9-enoate C(CCCCCCC\C=C/CCCCCCCC)(=O)OC1=CC=C(C=C1)COC(=O)NCCCN1CCN(CC1)CCCNC(=O)OCC1=CC=C(C=C1)OC(CCCCCCC\C=C/CCCCCCCC)=O.C(#N)C1=CC=C(C=C1)C1=CC=C(C=C1)OCCCCCCCCCCC